ClC=1C=C(C=CC1Cl)NC1N(C(=NC(=N1)N)N1CCOCC1)C1=CC=CC=C1 N-(3,4-Dichlorophenyl)-6-morpholin-4-yl-N1-phenyl-[1,3,5]triazine-2,4-diamine